5-{5-[(5-methoxypyridin-2-yl)methoxy]-1,3-benzoxazol-2-yl}-2-(methylcarbamoyl)pyridin-1-ium COC=1C=CC(=NC1)COC=1C=CC2=C(N=C(O2)C=2C=CC(=[NH+]C2)C(NC)=O)C1